(6-((2-((4-([1,4'-Bipiperidine]-1'-yl)-2-methoxy-5-(1-methyl-1H-pyrazole-4-yl)phenyl)amino)-5-bromopyrimidin-4-yl)amino)-2,3-dimethylphenyl)dimethylphosphine oxide N1(CCCCC1)C1CCN(CC1)C1=CC(=C(C=C1C=1C=NN(C1)C)NC1=NC=C(C(=N1)NC1=CC=C(C(=C1P(C)(C)=O)C)C)Br)OC